4-((2S,4S)-4-(4-fluoro-1H-pyrazol-1-yl)-1-((5-methoxy-7-methyl-indol-4-yl)methyl)piperidin-2-yl)benzoic acid FC=1C=NN(C1)[C@@H]1C[C@H](N(CC1)CC1=C2C=CNC2=C(C=C1OC)C)C1=CC=C(C(=O)O)C=C1